gallium-indium alloyl-ethylene C(C=C)(=O)C=C.[In].[Ga]